4-formyl-1,3-benzenedisulfonic acid C(=O)C1=C(C=C(C=C1)S(=O)(=O)O)S(=O)(=O)O